(6-methyl-1,6-diazaspiro[3.5]non-1-yl)methanone CN1CC2(CCN2C=O)CCC1